C(C)(C)(C)OC(=O)NCCCCOC=1C=C(C=CC1)C(C(=O)O)C1=CC=CC=C1 2-(3-(4-((tert-butoxycarbonyl)amino)butoxy)phenyl)-2-phenylacetic acid